N-(5-acetyl-2-chlorophenyl)-2-(3-methoxyphenyl)acetamide C(C)(=O)C=1C=CC(=C(C1)NC(CC1=CC(=CC=C1)OC)=O)Cl